C(C)(C)C=1C=CC=CC1C(C)C 3,4-diisopropylbenzene